(2S,4S)-4-(2-methyl-2-(1H-pyrazol-4-yl)propanamido)-1-(2-methylbenzofuro[3,2-d]pyrimidin-4-yl)pyrrolidine-2-carboxylic acid CC(C(=O)N[C@H]1C[C@H](N(C1)C=1C2=C(N=C(N1)C)C1=C(O2)C=CC=C1)C(=O)O)(C)C=1C=NNC1